(3R)-3-(1,4-dimethyl-1H-benzotriazol-5-yl)-3-(7-{[(2R,5S)-2-ethyl-5-methyl-2,3-dihydropyrido[2,3-f][1,4]oxazepin-4(5H)-yl]methyl}-1-benzothiophen-5-yl)propanoic acid CN1N=NC2=C1C=CC(=C2C)[C@H](CC(=O)O)C=2C=C(C1=C(C=CS1)C2)CN2C[C@H](OC1=C([C@@H]2C)N=CC=C1)CC